C1(CC1)C1=NC=NC(=C1C1=NN2C(C(=N1)NCC1=CC=C(C=C1)C=1N(C=C(N1)C(F)(F)F)C)=CC=C2)OC 2-(4-cyclopropyl-6-methoxypyrimidin-5-yl)-N-(4-(1-methyl-4-(trifluoromethyl)-1H-imidazol-2-yl)benzyl)pyrrolo[2,1-f][1,2,4]triazin-4-amine